C(=O)(OC(C)(C)C)N1[C@@H](CCC1)C(=O)O BOC-proline